FC1=C(C=CC(=C1)OC1=CC(=NC=C1)NCC1=NC=CC=C1)NC=1C2=C(N=CN1)NC=C2C2CCN(CC2)C(C=C)=O 1-(4-(4-((2-fluoro-4-((2-((pyridin-2-ylmethyl)amino)pyridin-4-yl)oxy)phenyl)amino)-7H-pyrrolo[2,3-d]pyrimidin-5-yl)piperidin-1-yl)prop-2-en-1-one